C(#N)C=1N=C(C(=NC1N1CCC2(CCC[C@H]2NS(=O)C(C)(C)C)CC1)NC(OC(C)(C)C)=O)C1=C(C(=CC=C1)Cl)Cl tert-Butyl N-[5-cyano-3-(2,3-dichlorophenyl)-6-[(1R)-1-[(2-methylpropane-2-sulfinyl)amino]-8-azaspiro[4.5]decan-8-yl]pyrazin-2-yl]carbamate